The molecule is a hydroxy fatty acid anion that is the conjugate base of 2-methyl-3-hydroxybutyric acid, obtained by deprotonation of the carboxy group; major species at pH 7.3. It derives from a butyrate. It is a conjugate base of a 3-hydroxy-2-methylbutanoic acid. CC(C(C)O)C(=O)[O-]